3-(4-aminophenyl)-N-[(3-chlorophenyl)methyl]imidazo[1,2-b]pyridazin-6-amine NC1=CC=C(C=C1)C1=CN=C2N1N=C(C=C2)NCC2=CC(=CC=C2)Cl